C(C)OCOCC/C=C/CC[Mg]Cl (3E)-6-(ethoxymethoxy)-3-hexenylmagnesium chloride